(S)-3-aminobutyryl-CoA N[C@H](CC(=O)SCCNC(CCNC([C@@H](C(COP(OP(OC[C@@H]1[C@H]([C@H]([C@@H](O1)N1C=NC=2C(N)=NC=NC12)O)OP(=O)(O)O)(=O)O)(=O)O)(C)C)O)=O)=O)C